2-cyano-N-[(1s,4s)-4-{[2-(trifluoromethyl)quinolin-4-yl]amino}cyclohexyl]pyridine-4-carboxamide C(#N)C1=NC=CC(=C1)C(=O)NC1CCC(CC1)NC1=CC(=NC2=CC=CC=C12)C(F)(F)F